tert-butyl (4-(7-(1-methyl-1H-pyrazol-4-yl)imidazo[1,2-c]pyrimidin-5-yl)benzyl)carbamate CN1N=CC(=C1)C1=CC=2N(C(=N1)C1=CC=C(CNC(OC(C)(C)C)=O)C=C1)C=CN2